C(C)(=O)O.N1=NC(=NN=C1)C(=N)N 1,2,4,5-TetrazineFormamidine acetate